SCCC1=C(C=C(C=C1)CCS)CCS 1,2,4-Tris(mercaptoethyl)benzene